5-chloro-2-((6-methoxy-2-methyl-1,2,3,4-tetrahydroisoquinolin-7-yl)amino)pyrimidin-4(3H)-one ClC=1C(NC(=NC1)NC1=C(C=C2CCN(CC2=C1)C)OC)=O